COC1CCC(CC1)CN[C@@H]1[C@@H](CCCC1)OC=1C=C2CN(C(C2=CC1)=O)C1C(NC(CC1)=O)=O 3-(5-(((1R,2S)-2-((((1r,4S)-4-methoxycyclohexyl)methyl)amino)cyclohexyl)oxy)-1-oxoisoindolin-2-yl)piperidine-2,6-dione